potassium N-tert-butylacrylamide C(C)(C)(C)NC(C=C)=O.[K]